(S)-N-(5-aminopentyl-5,5-d2)-2-(4-(4-chlorophenyl)-2,3,9-trimethyl-6H-thieno[3,2-f][1,2,4]triazolo[4,3-a][1,4]diazepin-6-yl)acetamide hydrochloride Cl.NC(CCCCNC(C[C@H]1C=2N(C3=C(C(=N1)C1=CC=C(C=C1)Cl)C(=C(S3)C)C)C(=NN2)C)=O)([2H])[2H]